FC1([C@H](CCCC1)NC1=NN2C(C(=N1)OC)=C(C=C2)C=2C=NC=1N(C2)C=CN1)F (S)-N-(2,2-difluorocyclohexyl)-5-(imidazo[1,2-a]pyrimidin-6-yl)-4-methoxypyrrolo[2,1-f][1,2,4]triazin-2-amine